3-{[2-(4-Isopropylphenyl)imidazo[1,2-a]pyrimidin-3-yl]methyl}-3,8-diazabicyclo[3.2.1]octane-8-carboxylic acid tert-butyl ester C(C)(C)(C)OC(=O)N1C2CN(CC1CC2)CC2=C(N=C1N2C=CC=N1)C1=CC=C(C=C1)C(C)C